C(=CCCCC)NCCC(=O)[O-].[Na+] sodium β-hexenylaminopropionate